(6-bromoimidazo[1,2-a]pyrazin-2-yl)((3R,3'R)-3'-hydroxy-1,4-dihydro-2H-spiro[isoquinoline-3,4'-piperidin]-1'-yl)methanone BrC=1N=CC=2N(C1)C=C(N2)C(=O)N2C[C@H]([C@@]1(CC2)NCC2=CC=CC=C2C1)O